C(C)(C)(C)OC(=O)N1CCC(CC1)N1C(NC2=C1C=C(C=C2)OC)=O 4-(6-methoxy-2-oxo-2,3-dihydro-1H-benzo[d]imidazol-1-yl)piperidine-1-carboxylic acid tert-butyl ester